para-phenylenedimaleimide C1(=CC=C(C=C1)C=1C(=O)NC(C1)=O)C=1C(=O)NC(C1)=O